C(C)(C)(C)N1C(=NC2=C1C=C(C(=C2)C)C#N)NC(C[C@@](C(F)(F)F)(C)O)=O (R)-N-(1-(tert-butyl)-6-cyano-5-methyl-1H-benzo[d]imidazol-2-yl)-4,4,4-trifluoro-3-hydroxy-3-methylbutanamide